CC1=CC=C(C=C1)S(=O)(=O)[O-].CN(C1=CC=[NH+]C=C1)C 4-dimethylaminopyridinium-para-toluenesulfonate salt